FC1=CC(=CC=2N=C(OC21)[C@H](C2CCC(CC2)F)NC(OCC2=CC=CC=C2)=O)[C@@H](COC)N2C(N[C@@H](C2)C(F)(F)F)=O Benzyl ((S)-(7-fluoro-5-((S)-2-methoxy-1-((S)-2-oxo-4-(trifluoromethyl)-imidazolidin-1-yl)ethyl)benzo[d]oxazol-2-yl)((1r,4S)-4-fluorocyclohexyl)methyl)carbamate